FC(S(=O)(=O)OC1=CCN(C2(CC2)C1)C(=O)OC(C)(C)C)(F)F tert-Butyl 7-(((trifluoromethyl)sulfonyl)oxy)-4-azaspiro[2.5]oct-6-ene-4-carboxylate